ethyl 4-(2-fluoroethoxy)isoxazole-3-carboxylate FCCOC=1C(=NOC1)C(=O)OCC